C1(CCC(CCCCCC)O1)=O δ-decanolide